5-(4-(3-(4-(4-(4-amino-3-(4-phenoxyphenyl)-1H-pyrazolo[3,4-d]pyrimidin-1-yl)piperidine-1-carbonyl)piperazin-1-yl)propyl)piperidin-1-yl)-2-(2,6-dioxopiperidin-3-yl)isoindoline-1,3-dione NC1=C2C(=NC=N1)N(N=C2C2=CC=C(C=C2)OC2=CC=CC=C2)C2CCN(CC2)C(=O)N2CCN(CC2)CCCC2CCN(CC2)C=2C=C1C(N(C(C1=CC2)=O)C2C(NC(CC2)=O)=O)=O